Cl.CN1N=C2N=C(N=C(C2=C1)SCC(=O)C=1SC(=CC1)CNC)C(F)(F)F 2-((2-methyl-6-(trifluoromethyl)-2H-pyrazolo[3,4-d]pyrimidin-4-yl)thio)-1-(5-((methylamino)methyl)thiophen-2-yl)ethan-1-one hydrochloride